O.[Ce] cerium (hydrogen) oxide